tert-butyl (6aR)-4-chloro-3-(2-fluoro-6-methoxyphenyl)-1-hydrazinyl-6a,7,9,10-tetrahydro-12H-pyrazino[2,1-c]pyrido[3,4-f][1,4]oxazepine-8(6H)-carboxylate ClC1=C(N=C(C=2CN3[C@@H](COC21)CN(CC3)C(=O)OC(C)(C)C)NN)C3=C(C=CC=C3OC)F